4,5-diamino-3-methylpyrazole NC=1C(=NNC1N)C